7-methyl-7-azaspiro[3.5]nonan-2-amine CN1CCC2(CC(C2)N)CC1